BrC=1C=C2C(N(C(=NC2=CC1)SC)C1=C(C=CC=C1F)F)=O 6-bromo-(2,6-difluorophenyl)-2-methylsulfanyl-4-oxo-3,4-dihydroquinazoline